OC(C)(C)C1=CC(=NC(=N1)C1=CN=CN1C)C(=O)NC1CCC(CC1)OC 6-(2-hydroxy-prop-2-yl)-N-((1r,4r)-4-methoxy-cyclohexyl)-2-(1-methyl-1H-imidazol-5-yl)pyrimidine-4-carboxamide